O1C(COCC1)C=1C=C2C(=NC1)N=C(S2)NC(=O)C=2C=NC(=CC2C2=CC(=NC=C2OC)Cl)C N-(6-(1,4-dioxane-2-yl)thiazolo[4,5-b]pyridin-2-yl)-2'-chloro-5'-methoxy-6-methyl-[4,4'-bipyridine]-3-carboxamide